N1(CCC1)C([C@@H](C)N1C(NC2=NC=C(C=C21)C2=CC(=CC=C2)C(F)(F)F)=O)=O |r| (R/S)-1-[2-(azetidin-1-yl)-1-methyl-2-oxo-ethyl]-6-[3-(trifluoromethyl)phenyl]-3H-imidazo[4,5-b]pyridin-2-one